4-(1-methyl-1H-pyrazole-yl)-N-((3S,4S)-4-(3,4-difluorophenyl)piperidin-3-yl)-2-fluorobenzamide p-toluenesulfonate CC1=CC=C(C=C1)S(=O)(=O)O.CN1N=C(C=C1)C1=CC(=C(C(=O)N[C@@H]2CNCC[C@H]2C2=CC(=C(C=C2)F)F)C=C1)F